C(C)(C)OCCN(CC[C@@H](C(=O)O)NC(C(C)(C1=CC=CC=C1)C)=O)CCCCC1=NC=2NCCCC2C=C1 (S)-4-((2-isopropoxyethyl)(4-(5,6,7,8-tetrahydro-1,8-naphthyridin-2-yl)butyl)amino)-2-(2-methyl-2-phenylpropanamido)butanoic acid